O([C@H]1[C@H](O)[C@@H](O)[C@H](O)[C@H](O1)CO)CCCCCCCC octyl R-D-glucopyranoside